C(C1=CC=CC=C1)OC=1C(=CC(=C(C1)CC(=O)O)F)C(C(F)(F)F)(C)O 2-[5-benzyloxy-2-fluoro-4-(2,2,2-trifluoro-1-hydroxy-1-methyl-ethyl)phenyl]acetic acid